BrC1=CC=C2C(C(N(C2=C1)C(=O)OC(C)(C)C)=O)(CC)CC tert-butyl 6-bromo-3,3-diethyl-2-oxoindoline-1-carboxylate